[C@@H]12C(C)(C)C(=C)C(CC1)C2 |r| (RS)-camphene